FC(C=1C=C(C=CC1)C(C(=O)O)CC)(F)F 2-(3-(trifluoromethyl)phenyl)butanoic acid